ClC=1C=C2CC(COC2=CC1)C(=O)C1=CN(C2=NC(=CC=C21)C=2C(=NNC2)Cl)CCO (6-Chlorochroman-3-yl)-[6-(3-chloro-1H-pyrazol-4-yl)-1-(2-hydroxyethyl)pyrrolo[2,3-b]pyridin-3-yl]methanone